C(C)(C)(C)OC(=O)N1[C@H]2CN(C[C@@H]1CC2)C=2C1=C(N=C(N2)OCC23CCCN3CCC2)CNCC1 (1R,5S)-tert-butyl-3-(2-((hexahydro-1H-pyrrolizin-7a-yl)methoxy)-5,6,7,8-tetrahydropyrido[3,4-d]pyrimidin-4-yl)-3,8-diazabicyclo[3.2.1]octane-8-carboxylate